6-Chloro-3-[(1R)-1-[3,6-dimethyl-4-oxo-2-(3-pyridyl)chromen-8-yl]ethoxy]pyridine-2-carbonitrile ClC1=CC=C(C(=N1)C#N)O[C@H](C)C=1C=C(C=C2C(C(=C(OC12)C=1C=NC=CC1)C)=O)C